7-(methylamino)-5-((2-oxo-2H-[1,2'-bipyridyl]-3-yl)amino)-pyrazolo[1,5-a]pyrimidine-3-carboxamide CNC1=CC(=NC=2N1N=CC2C(=O)N)NC=2C(N(C=CC2)C2=NC=CC=C2)=O